C(C)(C)(C)OC(NCCOC1=C(C=C(C=C1)F)CC1=CC(=C(C=C1)F)C#N)=O (2-(2-(3-cyano-4-fluorobenzyl)-4-fluorophenoxy)ethyl)carbamic acid tert-butyl ester